OC(CCN1N=C2C=C(C(=CC2=C1)NC(C1=CC=CC=C1C1=CC=NN1)=O)N1CCOCC1)(C)C N-(2-(3-hydroxy-3-methylbutyl)-6-morpholino-2H-indazol-5-yl)-6-(1H-pyrazol-5-yl)benzamide